NC1=NC=2C=CC=CC2C2=C1N=C(N2CC2CCN(CC2)C(=O)OC(C)(C)C)CCCC tert-butyl 4-((4-amino-2-butyl-1H-imidazo[4,5-c]quinolin-1-yl)methyl)piperidine-1-carboxylate